SC1=C(C=CC=C1)S 1,2-Dimercaptobenzene